(S)-4-ethyl-8-fluoro-4-hydroxy-11-((R)-1-(3,3-dimethylcyclobutyl)pyrrolidin-3-yl)-1,12-dihydro-14H-pyrano[3',4':6,7]indolizino[2,1-b]quinoline-3,6,14(4H,11H)-trione C(C)[C@]1(C(OCC=2C(N3CC=4N(C5=CC=C(C=C5C(C4C3=CC21)=O)F)[C@H]2CN(CC2)C2CC(C2)(C)C)=O)=O)O